3,4-dihydroisoquinoline-2-oxide C1=[N+](CCC2=CC=CC=C12)[O-]